COC1=NC2=CC=CC=C2C=C1 2-methoxyquinolin